CC(C)OP(=O)(C(=C)P(=O)(OC(C)C)OC(C)C)OC(C)C Tetraethyl vinylidene diphosphonate